rac-5-fluoro-2-(2-methoxy-7-methylquinoxalin-5-yl)-6-((trans-2-methoxycyclopentyl)oxy)benzo[d]thiazole FC=1C(=CC2=C(N=C(S2)C2=C3N=CC(=NC3=CC(=C2)C)OC)C1)O[C@H]1[C@@H](CCC1)OC |r|